O=C1NC(CCC1N1C(C2=CC=CC(=C2C1=O)NC=1C=C2C=NN(C2=CC1OC1=CC=CC=C1)C)=O)=O 2-(2,6-Dioxopiperidin-3-yl)-4-((1-methyl-6-phenoxy-1H-indazol-5-yl)amino)isoindoline-1,3-dione